ClC=1C(=C(C=CC1F)[C@H](NC(=O)N1[C@@H](C(NCC1)=O)C)[C@@H]1C[C@H](CC1)C(F)(F)F)F |o1:8| (2R)-N-((R or S)-(3-chloro-2,4-difluorophenyl)(trans-3-(trifluoromethyl)-cyclopentyl)-methyl)-2-methyl-3-oxopiperazine-1-carboxamide